ClC=1C=CC(=C(C1)B(O)O)O (5-chloranyl-2-oxidanyl-phenyl)boronic acid